C(C)C(CC=C)=CCC 4-Ethyl-1,4-Heptadien